C(C)(C)(C)OC(=O)N1C2CC(C(C1)C2)NC(=O)C2=CC1=C(NN=N1)C=C2 5-(1H-benzo[D][1,2,3]triazole-5-carboxamido)-2-azabicyclo[2.2.1]heptane-2-carboxylic acid tert-butyl ester